CC1(CCC(CC1)C(=C)C)OC(C1=C(C=CC=C1)O)=O 1-Methyl-4-(prop-1-en-2-yl)cyclohexyl-2-hydroxybenzoat